sodium alpha-ketoglutarate O=C(C(=O)[O-])CCC(=O)[O-].[Na+].[Na+]